1-α-naphthyl-1,3-butadiene C1(=CC=CC2=CC=CC=C12)C=CC=C